5-chloro-N-(2-chloro-4-nitrophenyl)salicylamide ClC1=CC=C(C(C(=O)NC2=C(C=C(C=C2)[N+](=O)[O-])Cl)=C1)O